ethoxyphosphine chloride [Cl-].C(C)OP